(1r,4r)-4-((5-(2-(2-aminopyridin-3-yl)-5-phenyl-3H-imidazo[4,5-b]pyridin-3-yl)pyridin-2-yl)amino)cyclohexane-1-carboxylic acid NC1=NC=CC=C1C1=NC=2C(=NC(=CC2)C2=CC=CC=C2)N1C=1C=CC(=NC1)NC1CCC(CC1)C(=O)O